Iron-manganese-boron [B].[Mn].[Fe]